(E)-ethyl 3-(2-ethyl-8-fluoro-3-(4-fluoro-2-methylphenyl)-4-oxo-3,4-dihydroquinazolin-6-yl)acrylate C(C)C1=NC2=C(C=C(C=C2C(N1C1=C(C=C(C=C1)F)C)=O)/C=C/C(=O)OCC)F